CC=1C=C(C=CC1C1=C(C=C(C=C1)O)C)O 3,3'-dimethyl-4,4'-biphenol